(S)-6-(4-(methoxycarbonyl)phenyl)-4-(1-cyclopropyl-1H-pyrazol-4-yl)-3,6-dihydropyridine-1(2H)-Carboxylic acid benzyl ester C(C1=CC=CC=C1)OC(=O)N1CCC(=C[C@H]1C1=CC=C(C=C1)C(=O)OC)C=1C=NN(C1)C1CC1